[Na+].C1(=CC=C(C=C1)S(=O)(=O)[O-])C1=CC=C(C=C1)S(=O)(=O)[O-].[Na+] 4,4'-biphenyl-disulfonic acid sodium salt